NC1=NC(=NC(=N1)N)CCC=1N=C(NC1)CCCCCCCCCCC 2,4-diamino-6-(2'-n-undecylimidazolyl)ethyl-s-triazine